((1S,2aS,7bS)-2a,5-dimethyl-1-(pyridin-2-yl)-2,2a-dihydrobenzo[b]cyclobuta[d]thiophen-7b(1H)-yl)(phenyl)methanone C[C@]12[C@](C3=C(S1)C=C(C=C3)C)([C@H](C2)C2=NC=CC=C2)C(=O)C2=CC=CC=C2